Cl.FC=1C(=NC(=CC1)NC=1SC=CN1)CC1(CC(NCC1)C)C(=O)OC methyl 4-((3-fluoro-6-(thiazol-2-ylamino) pyridin-2-yl) methyl)-2-methylpiperidine-4-carboxylate hydrochloride